C(C)(=O)N1CCC(CC1)C1=NN(C=2C(=CC=C(C12)C1=C(C=C2C=NN(C2=C1)C)F)NC(=O)OCC1=CC=CC=C1)CC(=O)OCC ethyl 2-[3-(1-acetylpiperidin-4-yl)-7-{[(benzyloxy)carbonyl]amino}-5'-fluoro-1'-methyl-[4,6'-biindazol]-1-yl]acetate